7-methyl-1-[5-phenyl-2-(pyridin-2-yl)thieno[2,3-d]pyrimidin-4-yl]-1,4-diazepan-5-one CC1CC(NCCN1C=1C2=C(N=C(N1)C1=NC=CC=C1)SC=C2C2=CC=CC=C2)=O